COC(C1=CC=C(C=C1)CN1C2=NC(=NC(=C2N=C1)NC)Cl)=O 4-[2-chloro-6-(methylamino)-9H-purinyl]methyl-benzoic acid methyl ester